CN1C(OCC1)=O methylOxazolidinone